((S)-tetrahydrofuran-3-yl)-1H-imidazole O1C[C@H](CC1)N1C=NC=C1